4-iodo-1-(4-methylbenzenesulfonyl)-1H-pyrrolo[3,2-c]pyridine IC1=NC=CC2=C1C=CN2S(=O)(=O)C2=CC=C(C=C2)C